3,6,9,12,15-pentaoxa-18-azahenicosan CCOCCOCCOCCOCCOCCNCCC